(R)-2-((6-(2-chloro-3-(3-chloro-5'-methoxy-6'-((((5-oxopyrrolidin-2-yl)methyl)amino)methyl)-[2,3'-bipyridin]-4-yl)phenyl)-2-methoxypyridin-3-yl)methyl)-2,6-diazaspiro[3.4]octan-7-one ClC1=C(C=CC=C1C1=C(C(=NC=C1)C=1C=NC(=C(C1)OC)CNC[C@@H]1NC(CC1)=O)Cl)C1=CC=C(C(=N1)OC)CN1CC2(C1)CNC(C2)=O